[Br-].C(C1=CC=CC=C1)[N+]1=CC=C(C=C1)OC1CC2(CN(C2)C(=O)OC(C)(C)C)C1 1-benzyl-4-[[2-(tert-butoxycarbonyl)-2-azaspiro[3.3]heptan-6-yl]oxy]pyridin-1-ium bromide